C=C(CCCCCCCC)CCCCCCCCCC 9-methylenenonadecane